4-((6-Chloro-4-methylpyridin-3-yl)amino)-N-(4-(4-methylpiperazin-1-yl)phenyl)-2-oxo-1,2-dihydropyridine-3-carboxamide ClC1=CC(=C(C=N1)NC1=C(C(NC=C1)=O)C(=O)NC1=CC=C(C=C1)N1CCN(CC1)C)C